C(C)OC(COCCOCCNC(OC(C)(C)C)=O)=O 2,2-dimethyl-4-oxo-3,8,11-trioxa-5-azatridecane-13-oic acid ethyl ester